2-(6-(cyclopentylamino)-4-(3-((4-methyl-4H-1,2,4-triazol-3-yl)methyl)oxetan-3-yl)pyridin-2-yl)-6-(((1-methylcyclobutyl)amino)methyl)-4-(trifluoromethyl)isoindolin-1-one C1(CCCC1)NC1=CC(=CC(=N1)N1C(C2=CC(=CC(=C2C1)C(F)(F)F)CNC1(CCC1)C)=O)C1(COC1)CC1=NN=CN1C